B([O-])([O-])[O-].C[NH+](C1=CC=CC=C1)C.C[NH+](C1=CC=CC=C1)C.C[NH+](C1=CC=CC=C1)C N,N-dimethylanilinium borate